COC(=O)C1=C(C2=C(OC(O2)(C)C2CCC(CC2)N2CC(C2)(F)F)C(=C1)Cl)C 7-chloro-2-(4-(3,3-difluoroazetidin-1-yl)cyclohexyl)-2,4-dimethylbenzo[d][1,3]dioxole-5-carboxylic acid methyl ester